4-((S)-4-((2-(difluoromethyl)-3,4,5,6-tetrafluorophenyl)sulfonyl)-2-methylpiperazin-1-yl)-6-fluoro-7-(2-fluoro-6-hydroxyphenyl)-1-(2-isopropylphenyl)pyrido[2,3-d]pyrimidin-2(1H)-one FC(C1=C(C(=C(C(=C1F)F)F)F)S(=O)(=O)N1C[C@@H](N(CC1)C=1C2=C(N(C(N1)=O)C1=C(C=CC=C1)C(C)C)N=C(C(=C2)F)C2=C(C=CC=C2O)F)C)F